CC1(S(CCC1)(=O)=O)C1=NC(=NC(=C1)N1[C@@H](COCC1)C)C1=C2C(=NC=C1)NC=C2 2-Methyl-2-(6-((R)-3-methylmorpholino)-2-(1H-pyrrolo[2,3-b]pyridin-4-yl)pyrimidin-4-yl)tetrahydrothiophene 1,1-dioxide